tert-butyl (4-(2-(4-fluorophenyl)-4,5,6,7-tetrahydropyrazolo[1,5-a]pyrazin-3-yl)pyridin-2-yl)carbamate FC1=CC=C(C=C1)C1=NN2C(CNCC2)=C1C1=CC(=NC=C1)NC(OC(C)(C)C)=O